C(C)OC(=O)C=1NC2=CC=C(C=C2C1Cl)S(N(CCC1=CC=CC=C1)C1=C(C=CC=C1)N1CCN(CC1)C(=O)C=1SC=CC1Br)(=O)=O 5-(N-(2-(4-(3-bromothiophene-2-carbonyl)piperazin-1-yl)phenyl)-N-phenethylsulfamoyl)-3-chloro-1H-indole-2-carboxylic acid ethyl ester